((3-(4-(4,4,4-trifluorobutoxy)phenyl)-1,2,4-oxadiazol-5-yl)methyl)acrylic acid FC(CCCOC1=CC=C(C=C1)C1=NOC(=N1)CC(C(=O)O)=C)(F)F